6-(2-chloro-4-fluoro-5-methoxyphenyl)-3-(3-methylthieno[2,3-c]pyridin-4-yl)thieno[3,2-d]pyrimidine-2,4(1H,3H)-dione ClC1=C(C=C(C(=C1)F)OC)C1=CC=2NC(N(C(C2S1)=O)C1=C2C(=CN=C1)SC=C2C)=O